2-Ethynyl-N-(pyridin-2-ylmethyl)thiazole-4-carboxamide C(#C)C=1SC=C(N1)C(=O)NCC1=NC=CC=C1